2-[2-[2-[2-[2-[2-(3-benzyloxypropoxy) ethoxy]ethoxy]ethoxy] ethoxy]ethoxy]ethyl 4-methylbenzenesulfonate CC1=CC=C(C=C1)S(=O)(=O)OCCOCCOCCOCCOCCOCCOCCCOCC1=CC=CC=C1